C(C)(C)(C)OC(=O)N1[C@@H]2[C@@H]([C@@H](C[C@H]1CC2)NC=2N=NC(=CN2)Br)F (1S,2R,3R,5R)-3-[(6-bromo-1,2,4-triazin-3-yl)amino]-2-fluoro-8-azabicyclo[3.2.1]octane-8-carboxylic acid tert-butyl ester